2-[2-(difluoromethoxy)pyridin-4-yl]-1-[(2S)-7-methyl-6-(pyrimidin-2-yl)-3,4-dihydro-1H-spiro[1,8-naphthyridine-2,3'-pyrrolidin]-1'-yl]propan-1-one FC(OC1=NC=CC(=C1)C(C(=O)N1C[C@]2(CC1)NC1=NC(=C(C=C1CC2)C2=NC=CC=N2)C)C)F